BrC=1C=C2C(C(=COC2=C(C1)C)I)=O 6-bromo-3-iodo-8-methyl-4H-chromen-4-one